(4-{4-[(1S)-1-aminoethyl]Phenyl}tetrahydro-2H-pyran-4-yl)piperazine-1-carboxylic acid phenyl ester C1(=CC=CC=C1)OC(=O)N1C(CNCC1)C1(CCOCC1)C1=CC=C(C=C1)[C@H](C)N